FC1(CCN(CC1)C(=O)C=1C=C2C(=NC1)N(C=C2)C=2C=CC(=NC2)C(=O)O)F 5-(5-(4,4-difluoropiperidine-1-carbonyl)-1H-pyrrolo[2,3-b]pyridin-1-yl)picolic acid